C(C=C)(=O)ON1[C@@H](CCC1)COC=1C(=NC=NC1N)C=1C(=C(C=C(C1)F)N1C(C2=CC=C(C=C2CC1)C1CC1)=O)CO (S)-2-(3-(5-((1-acryloyloxypyrrolidin-2-yl)methoxy)-6-aminopyrimidin-4-yl)-5-fluoro-2-(hydroxymethyl)phenyl)-6-cyclopropyl-3,4-dihydroisoquinolin-1(2H)-one